ClC1=NC(=CC2=C1N(C=N2)CC)C2=CC=C1C(=C2)N(C(C12CCN(CC2)C([C@@H](C)O)=O)=O)C2CC(C2)N2CCCCC2 6-(4-chloro-3-ethyl-3H-imidazo[4,5-c]pyridin-6-yl)-1'-((R)-2-hydroxypropionyl)-1-((1s,3S)-3-(piperidin-1-yl)cyclobutyl)spiro[indolin-3,4'-piperidin]-2-one